4-((2S,SR)-5-((S)-2,2,2-trifluoro-1-hydroxyethyl)-2-(trifluoromethyl)oxazolidin-3-yl)-2-(trifluoromethyl)benzonitrile FC([C@@H](O)[C@@H]1CN([C@@H](O1)C(F)(F)F)C1=CC(=C(C#N)C=C1)C(F)(F)F)(F)F |&1:4|